C1(=CC=CC=C1)C(Cl)(Cl)Cl.[N] nitrogen Phenyl-carbon chloride